FC(CN1CC(C1)[C@@H](C)NC(=O)C1=CC2=CC=CC(=C2C=C1)C1=CC=C(C=C1)C(F)(F)F)F (R)-N-(1-(1-(2,2-difluoroethyl)azetidin-3-yl)ethyl)-5-(4-(trifluoromethyl)phenyl)-2-naphthamide